O1COC=2C(=NC=CC21)CN2[C@H](C[C@@H](C2)F)C(=O)NC2=CC=C(C(=O)OCC)C=C2 ethyl 4-((2R,4S)-1-([1,3]dioxolo[4,5-c]pyridin-4-ylmethyl)-4-fluoropyrrolidine-2-carboxamido)benzoate